CC1=NN2C(N=C(C(=C2C)C[C@H]2CN(CC2)C=2N=CC(=NC2)C2=CC=C(C=O)C=C2)C)=N1 (R)-4-(5-(3-((2,5,7-trimethyl-[1,2,4]triazolo[1,5-a]pyrimidin-6-yl)methyl)pyrrolidin-1-yl)pyrazin-2-yl)benzaldehyde